(R)-4-hydroxy-4-(6-(3-methylmorpholino)-1-(1-((2-(trimethylsilyl)ethoxy)methyl)-1H-pyrazol-5-yl)-1H-pyrazolo[3,4-b]Pyridin-4-yl)cyclohexane-carbaldehyde OC1(CCC(CC1)C=O)C1=C2C(=NC(=C1)N1[C@@H](COCC1)C)N(N=C2)C2=CC=NN2COCC[Si](C)(C)C